1-(5-(4-ethylpiperazin-1-yl)pyridin-2-yl)guanidine ethyl-(1S,2S)-2-(4-methylpyrimidin-2-yl)cyclopropane-1-carboxylate C(C)[C@]1([C@H](C1)C1=NC=CC(=N1)C)C(=O)O.C(C)N1CCN(CC1)C=1C=CC(=NC1)NC(=N)N